N1CCC2(CC1)CC=1C(=NC=CC1)[C@H]2N[S@](=O)C(C)(C)C (R)-N-((S)-5,7-dihydrospiro[cyclopenta[b]pyridine-6,4'-piperidin]-7-yl)-2-methylpropane-2-sulfinamide